(3-(Cyanomethyl)bicyclo[1.1.1]pentan-1-yl)carbamate C(#N)CC12CC(C1)(C2)NC([O-])=O